4-(5-amino-4-carbamoyl-2-thienyl)piperidine-1-carboxylic acid tert-butyl ester C(C)(C)(C)OC(=O)N1CCC(CC1)C=1SC(=C(C1)C(N)=O)N